FC1=C(C=CC(=C1)F)S(=O)(=O)NC=1C(=NC=C(C1)C=1C=C2C(=NC(=NC2=CC1)C)N1CCNCC1)OC 2,4-Difluoro-N-(2-methoxy-5-(2-methyl-4-(piperazin-1-yl)quinazolin-6-yl)pyridin-3-yl)benzenesulfonamide